5-Ethyl-6-(3-methoxyphenyl)-7-methyl-2-(pyridin-2-yl)-2,6-dihydro-1H-pyrrolo[3,4-d]pyridazin-1-one C(C)C=1N(C(=C2C(N(N=CC21)C2=NC=CC=C2)=O)C)C2=CC(=CC=C2)OC